C(CCCCCCCCCCCCCCCCC)N1C(=C(C(C2=C(C=C(C=C12)OCC=C)OCC=C)=O)OCC=C)C1=CC=C(C=C1)OCC=C N-octadecyl-2-(4-(2-propen-1-yloxy)phenyl)-3,5,7-tris-(2-propen-1-yloxy)-quinolin-4-one